N-(bisaminopropyl)glycine NC(CCNCC(=O)O)N